(S)-2-(4-(2-Chloro-4,6-difluorophenoxy)-8-fluoro-5-((1,1,1-trifluoropropan-2-yl)oxy)pyrido[3,4-d]pyridazin-7-yl)-4-ethyl-5-(hydroxymethyl)-2,4-dihydro-3H-1,2,4-triazol-3-one ClC1=C(OC=2N=NC=C3C2C(=NC(=C3F)N3N=C(N(C3=O)CC)CO)O[C@H](C(F)(F)F)C)C(=CC(=C1)F)F